C[C@@H]1CN(C[C@@H](N1S(=O)(=O)C)C)C(=O)C=1C=NC2=CC=C(C=C2C1N1CCC(CC1)(C#N)C)F |o1:1,5| 1-(3-((3R*,5S*)-3,5-DIMETHYL-4-(METHYLSULFONYL)PIPERAZINE-1-CARBONYL)-6-FLUOROQUINOLIN-4-YL)-4-METHYLPIPERIDINE-4-CARBONITRILE